C(C)C=1C=C(SC1CN1CCN(CC1)C1=CC=NC=C1)C(=O)O 4-Ethyl-5-((4-(pyridin-4-yl)piperazin-1-yl)methyl)thiophene-2-carboxylic acid